2-phenylethyl 2-phenylacetate C1(=CC=CC=C1)CC(=O)OCCC1=CC=CC=C1